6-(3-((2-((3S,4R)-3-fluoro-4-hydroxy-3-methylpiperidin-1-yl)pyrimidin-4-yl)amino)-5-isopropylisoquinolin-8-yl)-1-thia-6-azaspiro[3.3]heptane 1,1-dioxide F[C@]1(CN(CC[C@H]1O)C1=NC=CC(=N1)NC=1N=CC2=C(C=CC(=C2C1)C(C)C)N1CC2(CCS2(=O)=O)C1)C